ClC1=CC2=C(N3C(C=4C=CC=NC24)=NC2=C3C=CC=C2)C=C1 6-chloro-benzimidazo[2,1-f]benzo[h][1,6]naphthyridine